ClC=1C=CC(=NC1C=1N=NN(N1)CC1=C(C=CC(=C1)OC(F)(F)F)F)C(C)=O 1-(5-chloro-6-(2-(2-fluoro-5-(trifluorometh-oxy)benzyl)-2H-tetrazol-5-yl)pyridin-2-yl)ethan-1-one